FC(C(=O)O)(F)F.NCC(CN1N=CN(C1=O)C1=C(C=C(C=N1)C1OC2=C(NC1=O)C=CC=C2)C)=C(F)F [6-[1-[2-(aminomethyl)-3,3-difluoro-allyl]-5-oxo-1,2,4-triazol-4-yl]-5-methyl-3-pyridinyl]-4H-1,4-benzoxazin-3-one trifluoroacetate salt